(R)-3-(3-chloro-2-fluorophenyl)-4,5-dihydroisoxazole-5-carboxylic acid ClC=1C(=C(C=CC1)C1=NO[C@H](C1)C(=O)O)F